3,3-difluorocyclobutyl (3-(3,3-difluorocyclobutyl)-4-methyl-1-phenyl-1H-pyrazol-5-yl)carbamate FC1(CC(C1)C1=NN(C(=C1C)NC(OC1CC(C1)(F)F)=O)C1=CC=CC=C1)F